nonanoic acid vinyl ester C(=C)OC(CCCCCCCC)=O